4-{5-[(4-Fluorophenyl)methyloxy]-4-methoxy-1-(5-methylfuran-3-carbonyl)-1H-pyrazol-3-yl}piperidin FC1=CC=C(C=C1)COC1=C(C(=NN1C(=O)C1=COC(=C1)C)C1CCNCC1)OC